C(C)N1N=C(C=C1C)NC1=NN(C2=CC(=CC=C12)C(C)(C)O)C 2-{3-[(1-ethyl-5-methyl-1H-pyrazol-3-yl)amino]-1-methyl-1H-indazol-6-yl}propan-2-ol